ClC1=NC=C2C=C(C(=NC2=C1)C(=O)N1CCOCC1)C=1C(=CC(=NC1)C(CC)=O)C 1-(5-(7-chloro-2-(morpholine-4-carbonyl)-1,6-naphthyridin-3-yl)-4-methylpyridin-2-yl)propan-1-one